NC1=C(C(=NN1CC(C(C)(C)C)=O)C1=CC=C(C=C1)CNC(C1=C(C=CC=C1)OC)=O)C(=O)N 5-amino-1-(3,3-dimethyl-2-oxobutyl)-3-[4-[[(2-methoxybenzoyl)amino]methyl]phenyl]pyrazole-4-carboxamide